C(C)(C)(C)OC(=O)N1CCC(CC1)C1CCN(CC1)C=1C=NC(=CC1)C(NC1C(NC(CC1)=O)=O)=O 1'-(6-((2,6-dioxopiperidin-3-yl)carbamoyl)pyridin-3-yl)-[4,4'-bipiperidin]-1-carboxylic acid tert-butyl ester